4,4-di(12-docosoxydodecyloxy)benzhydrol C(CCCCCCCCCCCCCCCCCCCCC)OCCCCCCCCCCCCOC1(CC=C(C(C2=CC=CC=C2)O)C=C1)OCCCCCCCCCCCCOCCCCCCCCCCCCCCCCCCCCCC